(R)-benzyl 2-(((benzyloxy)carbonyl)amino)-3-(3-(1-ethyl-1H-imidazol-5-yl)-5-fluorobenzamido)propanoate C(C1=CC=CC=C1)OC(=O)N[C@@H](C(=O)OCC1=CC=CC=C1)CNC(C1=CC(=CC(=C1)F)C1=CN=CN1CC)=O